rac-4-((2R,3S,5R)-3-(4-fluoro-2-methoxy-3-methylphenyl)-5-methyl-5-(trifluoromethyl)tetrahydrofuran-2-carboxamido)picolinamide FC1=C(C(=C(C=C1)[C@H]1[C@@H](O[C@](C1)(C(F)(F)F)C)C(=O)NC1=CC(=NC=C1)C(=O)N)OC)C |r|